4-methyl-5-nitrobenzoic acid methyl ester COC(C1=CC=C(C(=C1)[N+](=O)[O-])C)=O